1,3-bis[4-aminophenoxy]benzene NC1=CC=C(OC2=CC(=CC=C2)OC2=CC=C(C=C2)N)C=C1